ClC1=NC=C(C(=C1C=COCC)N)F 2-chloro-3-(2-ethoxyvinyl)-5-fluoropyridin-4-amine